1-(5-bromo-6-methyl-pyridin-2-yl)-pyrrolidin-2-one BrC=1C=CC(=NC1C)N1C(CCC1)=O